cyclobutyl-3-((1-(5-fluoro-1H-pyrrolo[2,3-b]pyridin-3-yl)-6-oxo-1,6-dihydropyridazin-3-yl)amino)propionic acid C1(CCC1)C(C(=O)O)CNC1=NN(C(C=C1)=O)C1=CNC2=NC=C(C=C21)F